C(C)(C)(C)C=1C(=C(C=C(C1)C)N1N=C2C(=N1)C=CC(=C2)Cl)O 2-(3-t-butyl-5-methyl-2-hydroxyphenyl)-5-chloro-benzotriazole